(2S,4S)-4-amino-N-(3-chloro-4-fluorophenyl)-N-methyl-1-[6-methyl-4-(trifluoromethyl)pyridin-2-yl]pyrrolidine-2-carboxamide N[C@H]1C[C@H](N(C1)C1=NC(=CC(=C1)C(F)(F)F)C)C(=O)N(C)C1=CC(=C(C=C1)F)Cl